C(CC)OC1CN(C1)C(=O)OC1CCCCC1 cyclohexyl 3-propoxyazetidine-1-carboxylate